2-Propoxypyridine C(CC)OC1=NC=CC=C1